S1C=NC2=C1C=C(C=C2)\C=C/2\C(N(C(N2)=S)C2CCCC2)=O (5Z)-5-(1,3-benzothiazol-6-ylmethylene)-3-cyclopentyl-2-thioxo-imidazolidin-4-one